2-((2-(4-Hydroxypiperidin-1-yl)-5,6,7,8-tetrahydropyrido[3,4-d]pyrimidin-4-yl)thio)-2-phenylacetamide OC1CCN(CC1)C=1N=C(C2=C(N1)CNCC2)SC(C(=O)N)C2=CC=CC=C2